HEPT-4-EN-6-YNOIC ACID C(CCC=CC#C)(=O)O